6-Amino-3-((1R,3R)-4-chloro-3-(3,5-dimethyl-1H-pyrazol-1-yl)-1',2'-dihydrospiro[cyclopentane-1,3'-pyrrolo[2,3-b]pyridin]-5'-yl)-2-fluoro-N,N-dimethylbenzamide NC1=CC=C(C(=C1C(=O)N(C)C)F)C=1C=C2C(=NC1)NC[C@@]21C[C@H](C(C1)Cl)N1N=C(C=C1C)C